C1(CC1)C1=CN=C2C(=N1)N(N=C2NCC2=NC1=C(N2)C=CC=C1F)C1CCN(CC1)C 6-cyclopropyl-N-[(4-fluoro-1H-benzimidazol-2-yl)methyl]-1-(1-methylpiperidin-4-yl)-1H-pyrazolo[3,4-b]pyrazin-3-amine